FC(C(=O)O)(F)F.ClC=1C=C2C(=CN(C2=C(C1)C1=C2C(=NC=C1)C=C(S2)CN2C(C1C(C1C2=O)(C)C)=O)CC2(CCNCC2)F)F 3-((7-(5-chloro-3-fluoro-1-((4-fluoropiperidin-4-yl)methyl)-1H-indol-7-yl)thieno[3,2-b]pyridin-2-yl)methyl)-6,6-dimethyl-3-azabicyclo[3.1.0]hexane-2,4-dione trifluoroacetate